[Si](C)(C)(C(C)(C)C)OC[C@@H]1CC[C@H](CO1)N (3R,6S)-6-(((tert-butyldimethylsilyl)oxy)methyl)tetrahydro-2H-pyran-3-amine